monofluoroacrylate FC(C(=O)[O-])=C